3-(5-(2-(3-((S)-2-(2-hydroxyphenyl)-5,6,6a,7,9,10-hexahydro-8H-pyrazino[1',2':4,5]pyrazino[2,3-c]pyridazin-8-yl)pyrrolidin-1-yl)ethoxy)-1-oxoisoindolin-2-yl)piperidine-2,6-dione OC1=C(C=CC=C1)C=1C=C2C(=NN1)NC[C@@H]1N2CCN(C1)C1CN(CC1)CCOC=1C=C2CN(C(C2=CC1)=O)C1C(NC(CC1)=O)=O